NC1(CCC(CC1)C)C(=O)O (trans)-1-amino-4-methyl-cyclohexanecarboxylic acid